[C@@H]1([C@@H](CCCC1)CO)CO |r| rac-trans-1,2-cyclohexanedimethanol